S(=O)(=O)(C1=CC=C(C)C=C1)OCCCCC1=CC=CC(=N1)C(=O)OC(C)(C)C tert-butyl 6-(4-(tosyloxy)butyl)picolinate